C(CCC)NCC[C@H]1CC[C@H]2[C@@H]3CC=C4CCCC[C@]4(C)[C@H]3CC[C@]12C n-butylamino-pregn-5-en